(R)-1-(2-chloro-5-fluoropyridin-3-yl)ethyl (4-(5-(2-(difluoromethyl)pyrimidine-5-carboxamido)pyridin-2-yl)-1-methyl-1H-1,2,3-triazol-5-yl)carbamate FC(C1=NC=C(C=N1)C(=O)NC=1C=CC(=NC1)C=1N=NN(C1NC(O[C@H](C)C=1C(=NC=C(C1)F)Cl)=O)C)F